BrC1=CC=C2C(=C1)NC([C@@]21CN([C@@H](C1)C(N)=O)C(=O)OC(C)(C)C)=O Tert-butyl (3r,5's)-6-bromo-5'-carbamoyl-2-oxospiro[indole-3,3'-pyrrolidine]-1'-carboxylate